1,1-Difluoroacetone FC(C(=O)C)F